dichloro(ethylenediamine) nickel [Ni].ClNCCNCl